1,3,3,5,7-pentamethyl-octahydrobenzo[c]isoxazole CN1OC(C2C1C(CC(C2)C)C)(C)C